ClC=1C=C(O[C@H](C[C@H]2CC23CCN(CC3)C(=O)OC(C)(C)C)C)C=CC1C(N(C)C)=O |o1:5,7| (R or S)-tert-butyl 1-((S or R)-2-(3-chloro-4-(dimethylcarbamoyl)phenoxy)propyl)-6-azaspiro[2.5]octane-6-carboxylate